NC1=NC2=CC=C(C=C2C=C1C)C(=O)N(CC(C)C)CC1=NC=C(C=C1)Br 2-amino-N-((5-bromo-2-pyridinyl)methyl)-3-methyl-N-(2-methylpropyl)-6-quinolinecarboxamide